ClC=1C2=C(C3=C(CN(S(N3)(=O)=O)CCC3COC3)C1)NC=C2Cl 6,7-dichloro-3-[2-(oxetan-3-yl)ethyl]-4,9-dihydro-1H-pyrrolo[3,2-h][2,1,3]benzothiadiazine 2,2-dioxide